tert-butyl 1-((4-(tert-butoxycarbonylamino)-2,6-difluoro-phenyl)methyl)-7-methoxy-2-oxo-imidazo[4,5-c][1,8]naphthyridine-3-carboxylate C(C)(C)(C)OC(=O)NC1=CC(=C(C(=C1)F)CN1C(N(C=2C=NC=3N=C(C=CC3C21)OC)C(=O)OC(C)(C)C)=O)F